C1(=CC=CC2=CC=CC=C12)[C@@H](C)N (R)-1-(Naphthalen-1-yl)ethan-1-amin